NC=1C=CC=C2CN(C(C12)=O)C1CCCCC1 7-amino-2-cyclohexylisoindol-1-one